6-tert-butyl-carbazole C(C)(C)(C)C=1C=C2C=3C=CC=CC3NC2=CC1